ClC1=CC=C(C=C1)CN1C(C=2CN(CCC2N2CC(CN=C12)(F)F)CC=1C=C(C#N)C=CC1)=O 3-({9-[(4-chlorophenyl)methyl]-13,13-difluoro-8-oxo-1,5,9,11-tetraazatricyclo[8.4.0.02,7]tetradeca-2(7),10-dien-5-yl}methyl)benzonitrile